C(CCC)OC1=CC=C(C=C1)N1CN(CN(C1)C(Cl)(Cl)Cl)C(Cl)(Cl)Cl 1-(4-butoxyPhenyl)-3,5-bis(trichloromethyl)-s-triazine